O=C1N(CCN1)C1=C(C(=CC(=C1)C(F)(F)F)C(F)(F)F)CC(=O)O 2-(2-(2-oxoimidazolidin-1-yl)-4,6-bis(trifluoromethyl)phenyl)acetic acid